N1C(=NC2=C1C=CC=C2)C=2C=C(C=CC2)NC=2C=NC(=NC2)C2=CC=CC=C2 N-(3-(1H-benzo[d]imidazol-2-yl)phenyl)-2-phenylpyrimidin-5-amine